O=C1NC(CCC1NC1=CC(=C(C=C1)NC(=O)[C@@H]1CN(CC1)C(=O)OC(C)(C)C)F)=O tert-butyl (3S)-3-((4-((2,6-dioxopiperidin-3-yl)amino)-2-fluorophenyl)carbamoyl)pyrrolidine-1-carboxylate